1,3-bis(4-vinylbenzyl)imidazolium chloride [Cl-].C(=C)C1=CC=C(CN2C=[N+](C=C2)CC2=CC=C(C=C2)C=C)C=C1